1-[4-[5-(chlorodifluoromethyl)-1,2,4-oxadiazol-3-yl]phenyl]methanamine ClC(C1=NC(=NO1)C1=CC=C(C=C1)CN)(F)F